C(C)C1=NC(=CC=C1N1CC(CC(C1)(F)F)CC(=O)O)C=1N=NN(C1CO)C 2-(1-(2-Ethyl-6-(5-(hydroxymethyl)-1-methyl-1H-1,2,3-triazol-4-yl)pyridin-3-yl)-5,5-difluoropiperidin-3-yl)acetic acid